(2R,3R,11bR)-9-((2-oxaspiro[3.3]heptan-6-yl)oxy)-3-(tert-butoxy)-10-methoxy-1,3,4,6,7,11b-hexahydro-2H-pyrido[2,1-a]isoquinolin-2-ol C1OCC12CC(C2)OC=2C=C1CCN3[C@@H](C1=CC2OC)C[C@H]([C@@H](C3)OC(C)(C)C)O